CC1(CC=NO1)C 5,5-Dimethyl-4,5-dihydroisoxazole